3-(4-(4-(azetidin-1-ylsulfonyl)-1H-pyrazol-1-yl)phenyl)-5-(trifluoromethyl)-1,2,4-oxadiazole N1(CCC1)S(=O)(=O)C=1C=NN(C1)C1=CC=C(C=C1)C1=NOC(=N1)C(F)(F)F